(mesitylene) ruthenium(II) [Ru+2].C1(=CC(=CC(=C1)C)C)C